3-(2-methylphenyl)-5-(4,4,5,5-tetramethyl-1,3,2-dioxaborolan-2-yl)pyridin-2-amine CC1=C(C=CC=C1)C=1C(=NC=C(C1)B1OC(C(O1)(C)C)(C)C)N